4-(((1R,2S)-2-hydroxycyclopentyl)amino)-3-methoxy-N-(5-(5-methyl-1H-pyrazol-1-yl)-1,3,4-thiadiazol-2-yl)-2-oxo-2H-pyran-6-carboxamide O[C@@H]1[C@@H](CCC1)NC1=C(C(OC(=C1)C(=O)NC=1SC(=NN1)N1N=CC=C1C)=O)OC